NCC1=CC=C(N=N1)C1=C(C=C(C#N)C=C1)OC1=CC(=NC(=C1)N1CCOCC1)C 4-[6-(aminomethyl)pyridazin-3-yl]-3-(2-methyl-6-morpholin-4-ylpyridin-4-yl)oxybenzonitrile